CO[C@@H](C(=O)O)C (2R)-2-methoxypropionic acid